ClC=1C=CC(=C(C1)[C@H]1C[C@H](C1)NC(=O)C=1N=NN(C1)C(C)C=1C=NC(=NC1)SC)C#N N-((cis)-3-(5-chloro-2-cyanophenyl)cyclobutyl)-1-(1-(2-(methylthio)pyrimidin-5-yl)ethyl)-1H-1,2,3-triazole-4-carboxamide